3,4-dichloro-5-fluoro-2-({4-[(3-fluoroazetidin-3-yl)methoxy]piperidin-1-yl}methyl)-1H-indole ClC1=C(NC2=CC=C(C(=C12)Cl)F)CN1CCC(CC1)OCC1(CNC1)F